5-(2,4-dihydroxybenzylidene)-3-hexyl-1-methyl-2-selenoxoimidazolidin-4-one OC1=C(C=C2C(N(C(N2C)=[Se])CCCCCC)=O)C=CC(=C1)O